C1(CCCC1)[C@H]1N(S(C2=C(N(C1)CC(C)(C)C)C=C(C(=C2)O\C=C(\C(=O)O)/F)SCC)(=O)=O)C (R,Z)-3-((3-cyclopentyl-7-(ethylthio)-2-methyl-5-neopentyl-1,1-dioxido-2,3,4,5-tetrahydrobenzo[f][1,2,5]thiadiazepin-8-yl)oxy)-2-fluoroacrylic acid